(2R)-methyl-N-pentyl-4-(1-piperidinyl)piperidine-1-carboxamide hydrochloride Cl.C[C@H]1N(CCC(C1)N1CCCCC1)C(=O)NCCCCC